C(C)C12CC(CN2C(C2=C1SC(=C2)C2=NC(=NC=C2C(F)(F)F)N[C@H]2[C@@H](CN(CC2)S(=O)(=O)C)F)=O)NC 8a-Ethyl-2-(2-(((3R,4R)-3-fluoro-1-(methylsulfonyl)piperidin-4-yl)amino)-5-(trifluoromethyl)pyrimidin-4-yl)-7-(methylamino)-6,7,8,8a-tetrahydro-4H-thieno[2,3-a]pyrrolizin-4-one